di(methacryloxyethyl) phosphate P(=O)(OCCOC(C(=C)C)=O)(OCCOC(C(=C)C)=O)[O-]